titanium n-octanol C(CCCCCCC)O.[Ti]